C[C@@H]1[C@H](C(=O)[C@H]([C@H](O1)OP(=O)(O)OP(=O)(O)OC[C@@H]2[C@H](C[C@@H](O2)N3C=C(C(=O)NC3=O)C)O)O)O The molecule is a dTDP-sugar having 3-dehydro-6-deoxy-alpha-D-glucose as the sugar component. It is a dTDP-sugar and a secondary alpha-hydroxy ketone. It derives from a dTDP-D-glucose. It is a conjugate acid of a dTDP-3-dehydro-6-deoxy-alpha-D-glucose(2-).